(2-(2,6-dioxopiperidin-3-yl)-7-methoxy-3-oxoisoindolin-5-yl)methyl (4-(tert-butyl)phenyl)carbamate C(C)(C)(C)C1=CC=C(C=C1)NC(OCC=1C=C2C(N(CC2=C(C1)OC)C1C(NC(CC1)=O)=O)=O)=O